C(C)(C)(C)OC(=O)N1[C@H](CCC1)COC=1C=CC(=C(C(=O)O)C1)C (R)-5-((1-(tert-butoxycarbonyl)pyrrolidin-2-yl)methoxy)-2-methylbenzoic acid